C(C)S(=O)(=O)C1=C(N=C2N1C=C(C=C2)C(F)(F)F)N2C(C1=CC(=CC=C1C2)OC(F)(F)F)=O 2-[3-ethylsulfonyl-6-(trifluoromethyl)imidazo[1,2-a]pyridin-2-yl]-6-(trifluoromethoxy)isoindolin-1-one